racemic-trans-N-[3,3-difluoro-5-methyl-4-piperidyl]-6-iodo-3-(trifluoromethylsulfanyl)imidazo[1,2-a]pyridine-8-carboxamide FC1(CNC[C@H]([C@@H]1NC(=O)C=1C=2N(C=C(C1)I)C(=CN2)SC(F)(F)F)C)F |r|